tert-butyl 4-[(3R)-6-[(tert-butyldimethylsilyl)oxy]-3-hydroxyhexyl]-1,4-diazepane-1-carboxylate [Si](C)(C)(C(C)(C)C)OCCC[C@H](CCN1CCN(CCC1)C(=O)OC(C)(C)C)O